ethyl 4-methyl-1-phenylpiperidine-4-carboxylate CC1(CCN(CC1)C1=CC=CC=C1)C(=O)OCC